trifluoro-pyrimidone FC1=C(C(=NC(N1)=O)F)F